The molecule is dianion of UDP-alpha-D-glucose arising from deprotonation of both free OH groups on the diphosphate moiety. It is a nucleotide-sugar oxoanion, a ribonucleoside 5'-diphosphate-alpha-D-glucose(2-) and an UDP-monosaccharide(2-). It is a conjugate base of an UDP-alpha-D-glucose. C1=CN(C(=O)NC1=O)[C@H]2[C@@H]([C@@H]([C@H](O2)COP(=O)([O-])OP(=O)([O-])O[C@@H]3[C@@H]([C@H]([C@@H]([C@H](O3)CO)O)O)O)O)O